2-((4-fluoro-2-methylphenyl)-amino)-N-(5-methoxy-3-methylpyrazin-2-yl)-4-(trifluoromethyl)-benzamide FC1=CC(=C(C=C1)NC1=C(C(=O)NC2=NC=C(N=C2C)OC)C=CC(=C1)C(F)(F)F)C